FC1=C(C=C(C(=O)N[C@@H]2CN[C@H](CC2)C=2OC(=NN2)OCCOC(F)(F)F)C=C1)C(F)(F)F 4-fluoro-N-[(3S,6R)-6-{5-[2-(trifluoromethoxy)ethoxy]-1,3,4-oxadiazol-2-yl}piperidin-3-yl]-3-(trifluoromethyl)benzamide